1,2-dimethyl-3-iodobenzene CC1=C(C(=CC=C1)I)C